C12CN(CC2C1)CC1=C(C=C(N)C=C1F)F 4-{3-azabicyclo[3.1.0]hexane-3-ylmethyl}-3,5-difluoroaniline